BrCC=1C=CC=C2C(=NC(=NC12)Cl)Cl 8-(bromomethyl)-2,4-dichloroquinazoline